ClC=1C(=CC2=C(OCO2)C1)C=1CCN(CC1)S(=O)(=O)C1=CC2=C(OCCN2C)C=C1 6-((4-(6-chlorobenzo[d][1,3]dioxol-5-yl)-3,6-dihydropyridin-1(2H)-yl)sulfonyl)-4-methyl-3,4-dihydro-2H-benzo[b][1,4]oxazine